5-fluoro-1-((2R,4S,5S)-4-hydroxy-5-(iodomethyl)-5-methoxytetrahydrofuran-2-yl)pyrimidine-2,4(1H,3H)-dione FC=1C(NC(N(C1)[C@@H]1O[C@]([C@H](C1)O)(OC)CI)=O)=O